FC1=CC=C(C=C1)CSC1=C(C(=NN1C(=O)C=1N=CSC1)C1C(N(CC1=O)C(CN1CCOCC1)=O)C(F)(F)F)C#N 5-{[(4-fluorophenyl)methyl]sulfanyl}-3-{1-[2-(morpholin-4-yl)acetyl]-4-oxo-2-(trifluoromethyl)pyrrolidin-3-yl}-1-(1,3-thiazole-4-carbonyl)-1H-pyrazole-4-carbonitrile